C(C)(C)C1=C(NC2=CN=C(C(=C21)C)N2CCN(CC2)C(CNC)=O)C=2C=C(C=1N(C2)N=CN1)OC 1-(4-(3-isopropyl-2-(8-methoxy-[1,2,4]triazolo[1,5-a]pyridin-6-yl)-4-methyl-1H-pyrrolo[2,3-c]pyridin-5-yl)piperazin-1-yl)-2-(methylamino)ethan-1-one